C(CCC)OC1=CC=C(C=C1)C1(C=CC2=C(O1)C=1C=C(C(=CC1C1=C2C(C2=CC(=CC=C21)C2=CC=C(C=C2)C(F)(F)F)(CCC)CCC)N2CCCCC2)OC)C2=CC=C(C=C2)OC 3-(4-butoxyphenyl)-3-(4-methoxyphenyl)-6-methoxy-7-piperidino-11-(4-trifluoromethylphenyl)-13,13-di-n-propyl-3H,13H-indeno[2',3':3,4]naphtho[1,2-b]pyran